ClC1=CC(=C(N=N1)CNC1CCN(C2=CC=CC=C12)C(=O)OC(C)(C)C)NC tert-butyl 4-[[6-chloro-4-(methylamino) pyridazin-3-yl] methylamino]-3,4-dihydro-2H-quinoline-1-carboxylate